3-{4-[4-(2,3-dichlorophenyl)piperazine-1-sulfonyl]phenyl}-1-(pyridin-3-ylmethyl)urea ClC1=C(C=CC=C1Cl)N1CCN(CC1)S(=O)(=O)C1=CC=C(C=C1)NC(NCC=1C=NC=CC1)=O